Bis(4-aminophenyl) phosphate P(=O)(OC1=CC=C(C=C1)N)(OC1=CC=C(C=C1)N)[O-]